N1(CCC1)C(=O)N1CC2(CC2)[C@@H]([C@@H]1CC=1C(=C(C=CC1)C1=CC(=CC=C1)F)F)NS(=O)(=O)C N-((6S,7S)-5-(azetidine-1-carbonyl)-6-((2,3'-difluoro-[1,1'-biphenyl]-3-yl)methyl)-5-azaspiro[2.4]heptan-7-yl)methanesulfonamide